C(#N)[C@H](CC1=C(C=C(C=C1)C=1C(=CC2=C(N(C(O2)=O)C)C1)F)F)NC(OC(C)(C)C)=O tert-butyl (S)-(1-cyano-2-(2-fluoro-4-(6-fluoro-3-methyl-2-oxo-2,3-dihydrobenzo[d]oxazol-5-yl)phenyl)ethyl)carbamate